BrC=1C=C2C(C(N(C2=C(C1)Br)CC1=CC=C(C[Se]C(N)=N)C=C1)=O)=O 2-[4-(5,7-Dibromo-2,3-dioxo-2,3-dihydroindol-1-ylmethyl)benzyl]isoselenourea